fluorine (4-methyl-2-methylene-1,3-dioxolane) CC1OC(OC1)=C.[F]